2'-(vinylidenedi-p-phenylene)bisbenzoxazole C(=C)(C1=CC=C(C=C1)C=1OC2=C(N1)C=CC=C2)C2=CC=C(C=C2)C=2OC1=C(N2)C=CC=C1